3-((2-bromo-5-iodobenzyl)oxy)bicyclo[3.1.0]hexane BrC1=C(COC2CC3CC3C2)C=C(C=C1)I